3-(3,5-di-t-butylbenzylthio)-5,5-dimethyl-4,5-dihydroisoxazole C(C)(C)(C)C=1C=C(CSC2=NOC(C2)(C)C)C=C(C1)C(C)(C)C